NCCOCCNC(C1=C(C=C(C=C1)NC=1C=2N(C=CN1)C(=CN2)C=2C(=NN(C2)CC(F)F)C#N)CC)=O N-[2-(2-aminoethoxy)ethyl]-4-[[3-[3-cyano-1-(2,2-difluoroethyl)pyrazol-4-yl]imidazo[1,2-a]pyrazin-8-yl]amino]-2-ethyl-benzamide